C(C)(C)OP1(OC2=CC=CC=C2C=2C=CC=CC12)=O 9-oxa-10-isopropoxy-10-phosphaphenanthrene-10-oxide